CCCCCCCCCCCCCCCC(=O)OC[C@H](COP(=O)(O)OCC(COP(=O)(O)OC[C@@H](COC(=O)CCCCCCCCCCCCCCC)OC(=O)CCCCCCCCCCCCCCC)O)OC(=O)CCCCCCCCCCCCCCC The molecule is a cardiolipin in which all four of the phosphatidyl acyl groups are specified as hexadecanoyl (pamitoyl). It has a role as a Mycoplasma genitalium metabolite. It derives from a hexadecanoic acid.